N1(N=NC=C1)CC1CN(C(O1)=O)C1=CC(=C(C=C1)N1CCN(CC1)C1COC1)F 5-((1H-1,2,3-triazol-1-yl)methyl)-3-(3-fluoro-4-(4-(oxetan-3-yl)piperazin-1-yl)phenyl)oxazolidin-2-one